(2S,3S)-methyl 3-((6-(benzo[b]thiophen-2-yl)-2-chloro-5-fluoropyrimidin-4-yl)amino)bicyclo[2.2.2]octane-2-carboxylate S1C2=C(C=C1C1=C(C(=NC(=N1)Cl)N[C@@H]1[C@H](C3CCC1CC3)C(=O)OC)F)C=CC=C2